C(C1CO1)OCCC[Si](C(C)C)(OCC)OCC γ-glycidoxypropyl-diethoxyisopropylsilane